COC1=C(C=C(C=C1O)C(=O)O)O 4-o-methylgallic acid